(R)-3-hydroxy-3-((s)-5H-imidazo[5,1-a]isoindol-5-yl)-2,2-dimethylpropanamide O[C@H](C(C(=O)N)(C)C)[C@H]1N2C(C3=CC=CC=C13)=CN=C2